BrC1=C(C(=CC2=C(N(N=C12)C)CC=O)[N+](=O)[O-])C(=O)C1=C(C=CC(=C1)F)Cl 2-{7-bromo-6-[(2-chloro-5-fluorophenyl)carbonyl]-2-methyl-5-nitroindazol-3-yl}acetaldehyde